C(#N)C1=CC=C(S1)N1N=CC=2C1=NC(=NC2NC(=O)C=2SC(=CC2)[N+](=O)[O-])N2C=C(C=C2)C(=O)OC Methyl 1-(1-(5-cyanothiophen-2-yl)-4-(5-nitrothiophene-2-carboxamido)-1H-pyrazolo[3,4-d]pyrimidin-6-yl)-1H-pyrrole-3-carboxylate